(R)-5-((((3'-chloro-2'-(2-chloro-3-((3-fluoro-4-((3-(hydroxymethyl)azetidin-1-yl)methyl)pyridin-2-yl)amino)phenyl)-6-methoxy-[2,4'-bipyridin]-5-yl)methyl)amino)methyl)pyrrolidin-2-one ClC=1C(=NC=CC1C1=NC(=C(C=C1)CNC[C@H]1CCC(N1)=O)OC)C1=C(C(=CC=C1)NC1=NC=CC(=C1F)CN1CC(C1)CO)Cl